C(C)(C)(C)OC(=O)N1C[C@H](CC1)C(C(=O)O)C 2-((R)-1-(tert-butoxycarbonyl)pyrrolidin-3-yl)propanoic acid